2-propyl-1-pentene C(CC)C(=C)CCC